C1(CC1)OC1=CC=CC=2C=3N(C(=NC12)NC=1C(N=CC=CC1)=O)N=C(N3)C3=CC=C(C=C3)OC (3R)-3-{[7-(cyclopropoxy)-2-(4-methoxyphenyl)[1,2,4]triazolo[1,5-c]quinazolin-5-yl]amino}azepin-2-one